tert-butyl (S)-4-((4-(2,2-difluoroethyl)-2-(8-(methoxycarbonyl)-2,3-dihydrobenzo[b][1,4]dioxin-5-yl)piperazin-1-yl)methyl)-5-methoxy-7-methyl-1H-indole-1-carboxylate FC(CN1C[C@@H](N(CC1)CC1=C2C=CN(C2=C(C=C1OC)C)C(=O)OC(C)(C)C)C1=CC=C(C=2OCCOC21)C(=O)OC)F